BrC1=C(C(=CC=C1)OC(C)C)C 1-bromo-3-isopropoxy-2-methylbenzene